N1=CC=CC2=CC=NC(=C12)NC1=CC(=C(C(=O)N([C@H]2CNCCC2)C2=NC=CC3=CC=CC(=C23)C)C=C1)F (R)-4-((1,7-naphthyridin-8-yl)amino)-2-fluoro-N-(8-methylisoquinolin-1-yl)-N-(piperidin-3-yl)benzamide